CC1=C(C=C(C=C1)NC(=O)C1CCOCC1)C(N[C@H](C)C1=CC=CC2=CC=CC=C12)=O (R)-N-(4-methyl-3-((1-(naphthalen-1-yl)ethyl)carbamoyl)phenyl)tetrahydro-2H-pyran-4-carboxamide